[Si](C)(C)(C(C)(C)C)OCCCCNC=1SC(=C(N1)C(=O)OC)CCCOC1=C(C=C(C=C1)I)F methyl 2-[4-[tert-butyl(dimethyl)silyl] oxybutylamino]-5-[3-(2-fluoro-4-iodo-phenoxy)propyl]thiazole-4-carboxylate